5-((S)-3,3-difluoro-4-(piperazin-1-yl)piperidin-1-yl)-6-methylpyridin FC1(CN(CC[C@@H]1N1CCNCC1)C=1C=CC=NC1C)F